6-Azaspiro[3.4]octan-2-yl (8-amino-7-fluoro-6-(8-methyl-2,3-dihydro-1H-pyrido[2,3-b][1,4]oxazin-7-yl)isoquinolin-3-yl)carbamate NC=1C(=C(C=C2C=C(N=CC12)NC(OC1CC2(C1)CNCC2)=O)C2=C(C1=C(OCCN1)N=C2)C)F